C(C)OC(=O)C1OC(OC1)(C)C 2,2-dimethyl-1,3-dioxolane-4-carboxylic acid ethyl ester